syringic acid C(C1=CC(OC)=C(O)C(OC)=C1)(=O)O